CN1N=CC(=C1)C1=CC(=C2C=NC=NC2=C1)C=1C=CC(=NC1)N1CCN(CC1)C(=O)C1=NC=CC=C1 (4-(5-(7-(1-Methyl-1H-pyrazol-4-yl)quinazolin-5-yl)pyridin-2-yl)piperazin-1-yl)(pyridin-2-yl)methanone